FC1=CC=C(C=C1)C1=NC2=CC=CC=C2C(N1)=O 2-(4-fluorophenyl)-4[3H]quinazolinone